1-(6-(3-methoxypropyl)-3-(1H-pyrrolo[2,3-b]pyridin-4-yl)pyrazin-2-yl)piperidine-4-carboxylic acid COCCCC1=CN=C(C(=N1)N1CCC(CC1)C(=O)O)C1=C2C(=NC=C1)NC=C2